3-chloro-4-methoxy-N-[5-(5-morpholino-1H-benzimidazol-2-yl)-1H-pyrazol-3-yl]benzamide ClC=1C=C(C(=O)NC2=NNC(=C2)C2=NC3=C(N2)C=CC(=C3)N3CCOCC3)C=CC1OC